S1C(=NC2=C1C=CC=C2)NC2=C(C=C(N=N2)N(C=2SC(=C(N2)C(=O)O)CCCOC2=CC=CC=C2)C)C 2-({6-[(1,3-benzothiazol-2-yl)amino]-5-methylpyridazin-3-yl}(methyl)amino)-5-(3-phenoxypropyl)-1,3-thiazole-4-carboxylic acid